Cl.C1N[C@@H](CC12CCCC2)C(=O)OC methyl (S)-2-azaspiro[4.4]nonane-3-carboxylate hydrochloride